CN(C)CC=1C=C(C=CC1)NC=1N=CC2=C(N1)CN(CC2)C2=C(C1=C(OCCN1)N=C2)C N-{3-[(dimethylamino)methyl]phenyl}-7-{8-methyl-1H,2H,3H-pyrido[2,3-b][1,4]oxazin-7-yl}-5H,6H,7H,8H-pyrido[3,4-d]pyrimidin-2-amine